α-bicyclo[2.2.1]hept-5-en-2-yl-α-phenyl-1-piperidinepropanol C12C(CC(C=C1)C2)C(CCN2CCCCC2)(O)C2=CC=CC=C2